C(CCC)(=O)OC(CC1=CC=CC=C1)(C)C α,α-dimethylphenylethyl butyrate